C[C@H]1N(CCOC1)C=1C=C(C=2N(N1)C(=NC2)C2=CC=NN2)C2(CCCC2)C#N 1-{2-[(3R)-3-methylmorpholin-4-yl]-7-(1H-pyrazol-5-yl)imidazo[1,5-b]pyridazine-4-yl}cyclopentane-1-carbonitrile